ClC1=CC=C(C=C1)C1(CCNCC1)CCOC1=CC(=C(C=C1F)S(=O)(=O)NC1=NC=NS1)F 4-(2-(4-(4-chlorophenyl)piperidin-4-yl)ethoxy)-2,5-difluoro-N-(1,2,4-thiadiazol-5-yl)benzenesulfonamide